[Si](C)(C)(C(C)(C)C)OC=1C(=C(C=C(C1)C)CC(=O)OC(C)(C)C)C(C)(CCO[Si](C)(C)C(C)(C)C)C tert-butyl 2-(3-((tert-butyldimethylsilyl)oxy)-2-(4-((tert-butyldimethylsilyl)oxy)-2-methylbutan-2-yl)-5-methylphenyl)acetate